NCC=1C=C2C=C(N(C2=CC1)CCC1CC1)CN1C(N(C2=C1C=C(C=C2)F)CC(F)(F)F)=O 3-((5-(aminomethyl)-1-(2-cyclopropylethyl)-1H-indol-2-yl)methyl)-1-(2,2,2-trifluoroethyl)-5-fluoro-1,3-dihydro-2H-benzo[d]imidazol-2-one